OC1(CC=CC2=CC=CC=C12)O L-1-Hydroxynaphthol